tert-butyl (1s,5s,7r)-6-cyano-7-hydroxy-8-(2-phenylpropan-2-yl)-3,8-diazabicyclo[3.2.1]octane-3-carboxylate C(#N)C1[C@H]2CN(C[C@@H]([C@@H]1O)N2C(C)(C)C2=CC=CC=C2)C(=O)OC(C)(C)C